CC1OC(=O)NO1 Epoxyurethane